Racemic-5-(6-chloropyrimidin-4-yl)-5-azaspiro[2.4]heptan-7-ol ClC1=CC(=NC=N1)N1CC2(CC2)[C@H](C1)O |r|